1-((S)-1-(chloromethyl)-1,2-dihydro-5-hydroxybenzo[e]indol-3-yl)-5-((S)-1-(chloromethyl)-1,2-dihydro-5-hydroxybenzo[e]indol-3-yl)pentane-1,5-dione ClC[C@@H]1CN(C=2C=C(C3=C(C12)C=CC=C3)O)C(CCCC(=O)N3C[C@H](C=1C2=C(C(=CC31)O)C=CC=C2)CCl)=O